CC1(OCCO1)C(CO)C 2-(2-methyl-1,3-dioxolan-2-yl)propan-1-ol